3,8-diazabicyclo[3.2.1]octane-3,8-dicarboxylic acid 3-benzyl 8-(tert-butyl) ester C(C)(C)(C)OC(=O)N1C2CN(CC1CC2)C(=O)OCC2=CC=CC=C2